1-(4-methoxyphenyl)-2-methyl-3-nitroindol-6-ol COC1=CC=C(C=C1)N1C(=C(C2=CC=C(C=C12)O)[N+](=O)[O-])C